tin antimony bismuth carbon [C].[Bi].[Sb].[Sn]